6-(4-(methylamino)phenyl)cyclohexane-1-carboxylic acid CNC1=CC=C(C=C1)C1CCCCC1C(=O)O